CC=1C=C(C=2N(C(C=C(N2)N2CC(N(CC2)C)=O)=O)C1)C(C)NC1=C(C(=O)O)C=CC=C1 2-((1-(7-methyl-2-(4-methyl-3-oxopiperazin-1-yl)-4-oxo-4H-pyrido[1,2-a]pyrimidin-9-yl)ethyl)amino)benzoic acid